(E)-N-(3'-(1-((5-cyclopropyl-1H-pyrazol-3-yl)amino)-1-oxopropan-2-yl)-3-fluoro-[1,1'-biphenyl]-4-yl)-4-((S)-3-fluoropyrrolidin-1-yl)but-2-enamide C1(CC1)C1=CC(=NN1)NC(C(C)C=1C=C(C=CC1)C1=CC(=C(C=C1)NC(\C=C\CN1C[C@H](CC1)F)=O)F)=O